Cl.FCC(C)(O)C1=C2CCN[C@H](C2=CC=C1)C (1R)-1-fluoro-2-[(1S)-1-methyl-1,2,3,4-tetrahydroisoquinolin-5-yl]propane-2-ol hydrochloride